FC1=CC=C2C=C(N(C2=C1)C(=O)OC(C)(C)C)C=1C=NC(=NC1)N1CCC(CC1)F tert-Butyl 6-fluoro-2-(2-(4-fluoropiperidin-1-yl)pyrimidin-5-yl)-1H-indole-1-carboxylate